C(C)OC(C(C)C=1N=C(OC1)C1CCCC1)=O.C1(CCCCC1)NC1=CC=C(C=C1)C(F)(F)F N-cyclohexyl-4-(trifluoromethyl)aniline ethyl-2-(2-cyclopentyloxazol-4-yl)propanoate